ethyl P-(hydroxymethyl)-P-methylphosphinate OCP(OCC)(=O)C